4-fluoro-1-isopropyl-3-methylpyrazolo[3,4-d]pyrimidin-6-amine FC1=C2C(=NC(=N1)N)N(N=C2C)C(C)C